CN1CCC(CC1)C(=O)OCCCCC(CCCCCCCCC=CCC=CCCCCC)(CCCCCCCC\C=C/C\C=C/CCCCC)O 5-hydroxy-5-((9z,12z)-octadec-9,12-dien-1-yl)tricosa-14,17-dien-1-yl 1-methylpiperidine-4-carboxylate